1-[4-[(1-Bromo-3-methyl-4-isoquinolyl)oxy]-2-methyl-thiazol-5-yl]ethanone BrC1=NC(=C(C2=CC=CC=C12)OC=1N=C(SC1C(C)=O)C)C